tert-butyl (6-(3-fluoro-2-methylphenyl)-3-((1S,2S)-2-fluorocyclopropane-1-carbonyl)imidazo[1,2-a]pyridin-2-yl)carbamate FC=1C(=C(C=CC1)C=1C=CC=2N(C1)C(=C(N2)NC(OC(C)(C)C)=O)C(=O)[C@H]2[C@H](C2)F)C